4-amino-(4-phenoxyphenyl)-1H-pyrazolo[3,4-d]pyrimidine NC1=C2C(=NC=N1)N(N=C2)C2=CC=C(C=C2)OC2=CC=CC=C2